S(O)(O)(=O)=O.C(C)OC(=O)N1C(CNCC1)C([C@@H](NS(=O)(=O)C1=C(C=C(C=C1C(C)C)C(C)C)C(C)C)CC1=CC(=CC=C1)\C(=N/O)\N)=O {3-[(E)-amino(hydroxyimino)methyl]-N-[(2,4,6-triisopropylphenyl)sulfonyl]-L-phenylalanyl}-piperazine-1-carboxylic acid ethyl ester bisulfate